BrC1=CC=C(C=C1)C=1N=C2N(C=CC=C2)C1 2-(4-bromophenyl)imidazo[1,2-a]pyridin